Cl.NC(C(=O)NC1=NC=C(C=N1)C=1C(=NNC1C)C)=C(C1CCCCC1)C1CCCCC1 (2S)-2-amino-3,3-dicyclohexyl-N-[5-(3,5-dimethyl-1H-pyrazol-4-yl)pyrimidin-2-yl]acrylamide hydrochloride